4-Nitro-5-chloro-salicylic acid [N+](=O)([O-])C=1C=C(C(C(=O)O)=CC1Cl)O